2-(2-(2-Fluoropyridin-4-yl)-6-isopropyl-3-methyl-phenyl)acetic acid tert-butyl ester C(C)(C)(C)OC(CC1=C(C(=CC=C1C(C)C)C)C1=CC(=NC=C1)F)=O